C(C1=CC=CC=C1)N1C=2C(C2C(CC1=O)C)(C(=O)OC)C1=CC=CC=C1 methyl 2-benzyl-5-methyl-3-oxo-7-phenyl-2-azabicyclo[4.1.0]heptene-7-carboxylate